O=C1NC(CCC1N1C(C2=CC(=C(C=C2C1)CN1CCN(CC1)CCNC(=O)C1=CC2=C(O1)C(C1=CC=CC=C1C2=O)=O)F)=O)=O N-(2-(4-((2-(2,6-dioxopiperidin-3-yl)-6-fluoro-1-oxoisoindoline-5-yl)methyl)piperazine-1-yl)ethyl)-4,9-dioxo-4,9-dihydronaphtho[2,3-b]furan-2-carboxamide